OC1=C(C=CC=C1)C1=NC(=NC(=N1)C1=CC=C(C=C1)OC)C1=CC=CC=C1 2-(2-Hydroxyphenyl)-4-(4-methoxyphenyl)-6-phenyl-1,3,5-triazin